(2E)-2-methoxyimino-N-methyl-2-[3-methyl-2-[[(E)-1-[4-(trifluoromethyl)-6-vinyl-2-pyridyl]ethylideneamino]oxymethyl]phenyl]acetamide CO\N=C(\C(=O)NC)/C1=C(C(=CC=C1)C)CO/N=C(\C)/C1=NC(=CC(=C1)C(F)(F)F)C=C